calcium magnesium aluminum silicon salt [Si].[Al].[Mg].[Ca]